C(C)(C)(C)OC(N[C@H](CO)C1=CC(=C(C=C1)Cl)C1=NN=NN1)=O (S)-(1-(4-chloro-3-(1H-tetrazol-5-yl)phenyl)-2-hydroxyethyl)carbamic acid tert-butyl ester